C(#N)C=1C=C(C=CC1)C=1C=CC2=C(N=C(O2)[C@H]2N(CCC2)C(=O)OC(C)(C)C)C1 tert-butyl (S)-2-(5-(3-cyanophenyl)benzo[d]oxazol-2-yl)pyrrolidine-1-carboxylate